ClC=1C=CC2=C(CC3(CC=4N2C(=NN4)[C@@H]4CC[C@H](CC4)CC4=NC=CC=C4)OCCO3)C1 8'-Chloro-1'-[trans-4-(pyridin-2-ylmethyl)cyclohexyl]-4'H,6'H-spiro[1,3-dioxolan-2,5'-[1,2,4]triazolo[4,3-a][1]benzazepin]